methyl-(3-methyl-4-oxotetrahydro-2H-pyran-3-yl)carbamic acid tert-butyl ester C(C)(C)(C)OC(N(C1(COCCC1=O)C)C)=O